N2-((R)-sec-butyl)-N4-((S)-sec-butyl)-6-(6-(trifluoromethyl)pyridin-2-yl)-1,3,5-triazine-2,4-diamine [C@@H](C)(CC)NC1=NC(=NC(=N1)N[C@@H](C)CC)C1=NC(=CC=C1)C(F)(F)F